8-(Bicyclo[3.1.0]hexan-1-yl)-9-(4-((1-(3-fluoropropyl)azetidin-3-yliden)methyl)phenyl)-6,7-dihydro-5H-benzo[7]annulen C12(CCCC2C1)C=1CCCC2=C(C1C1=CC=C(C=C1)C=C1CN(C1)CCCF)C=CC=C2